BrC=1C=C(C(N(C1)C)=O)NC1=NC=C(C=C1)N1[C@H](CN(CC1)CCOC)C (S)-5-Bromo-3-(5-(4-(2-methoxyethyl)-2-methylpiperazin-1-yl)pyridin-2-ylamino)-1-methylpyridin-2(1H)-one